C(C1=CC=CC=C1)(C1=CC=CC=C1)N1CCC1 1-benzhydrylazetidin